CC1=CC(=NO1)COC1=NN2C(C(=N1)N)=NC=C2CC2=CC=C(C=C2)CN2CCCC2 ((5-methylisoxazol-3-yl)methoxy)-7-(4-(pyrrolidin-1-ylmethyl)benzyl)imidazo[2,1-f][1,2,4]triazin-4-amine